1-(2-(2-oxa-6-azaspiro[3.3]heptan-6-yl)ethyl)-3-((5-(5-(difluoromethyl)-1,3,4-oxadiazol-2-yl)pyridin-2-yl)methyl)-1,3-dihydro-2H-benzo[d]imidazol-2-one C1OCC12CN(C2)CCN2C(N(C1=C2C=CC=C1)CC1=NC=C(C=C1)C=1OC(=NN1)C(F)F)=O